C(C1=CC=CC=C1)N1CCN(CCCN(CC1)CC=1C(=C(C(=O)N)C=C(C1)C)O)CC=1C(=C(C(=O)N)C=C(C1)C)O 3'-[(4-benzyl-1,4,7-triazacyclodecane-1,7-diyl)bis(methylene)]bis(2-hydroxy-5-methylbenzamide)